C(C)(C)(C)OC(=O)N1[C@H](C[C@@H](C1)F)C#C (2R,4S)-2-ethynyl-4-fluoropyrrolidine-1-carboxylic acid tert-butyl ester